COC1=CC=2CC3=CC(=CC=C3C2C=C1)OC 2,7-dimethoxyfluorene